[C@H](C)(CC)[C@@H]1N(CC2=C(NC1=O)C=CC=C2)C(=O)N[C@@H]2C(NCCC2)=O (S)-3-((S)-sec-butyl)-2-oxo-N-((S)-2-oxopiperidin-3-yl)-1,2,3,5-tetrahydro-4H-benzo[e][1,4]diazepine-4-carboxamide